N-[3-(difluoromethyl)-1-(4-formylphenyl)pyrazol-4-yl]-2-(1-methylpyrazol-4-yl)oxazole-4-carboxamide FC(C1=NN(C=C1NC(=O)C=1N=C(OC1)C=1C=NN(C1)C)C1=CC=C(C=C1)C=O)F